OC1=C(CN)C=C(C(=C1)O)O 2,4,5-trihydroxybenzylamine